(S)-7-ethoxy-6-methoxy-1-(2-(5-methoxy-1H-indol-3-yl)ethyl)-2-(pyridin-3-yl)sulfonyl-1,2,3,4-tetra-hydroisoquinoline C(C)OC1=C(C=C2CCN([C@H](C2=C1)CCC1=CNC2=CC=C(C=C12)OC)S(=O)(=O)C=1C=NC=CC1)OC